ClC1=CC2=C(N=C(O2)C2=CC=C(C=C2)C2=CC=C(C=C2)F)C=C1 6-chloro-2-(4'-fluoro-[1,1'-biphenyl]-4-yl)benzo[d]oxazole